(2,2,2-trifluoroethyl)-3-(5-(2,3-dihydro-2-oxo-1H-imidazo[4,5-b]pyridin-7-yl)pyrimidin-2-yl)urea FC(CNC(=O)NC1=NC=C(C=N1)C1=C2C(=NC=C1)NC(N2)=O)(F)F